(4Z)-4-(1,3-Benzothiazol-6-ylmethylene)-2-[[(1R)-1-(cyclohexylmethyl)-2-hydroxy-ethyl]amino]-1H-imidazol-5-one S1C=NC2=C1C=C(C=C2)\C=C\2/N=C(NC2=O)N[C@@H](CO)CC2CCCCC2